4-[(2-fluoro[1,1'-biphenyl]-4-yl)amino]-2-(morpholin-4-yl)-6-(propan-2-yl)-5,6-dihydro-7H-pyrrolo[3,4-d]pyrimidin-7-one FC1=C(C=CC(=C1)NC=1C2=C(N=C(N1)N1CCOCC1)C(N(C2)C(C)C)=O)C2=CC=CC=C2